C(C)(C)(C)OC(=O)N1CC(C1)O 3-Hydroxyazetidine-1-carboxylic acid tert-butyl ester